FC1=C(C=CC(=C1)C)C=1NC(=CC1C(=O)NCCN1CCCC1)C1=C2C(=NC=C1)NC=C2 2-(2-fluoro-4-methylphenyl)-N-[2-(pyrrolidin-1-yl)ethyl]-5-(1H-pyrrolo[2,3-b]pyridin-4-yl)-1H-pyrrole-3-carboxamide